COC([C@H](NC(C=CC1=CC(=C(C=C1)OCCCC)OC)=O)CC(C)C)=O (3-(4-butoxy-3-methoxyphenyl)acryloyl)-D-leucine methyl ester